COC(C1=NC(=CC=C1OCC1=CC=CC=C1)C#CCCCN1CCN(CC1)CC)=O 3-(benzyloxy)-6-(5-(4-ethylpiperazin-1-yl)pent-1-yn-1-yl)picolinic acid methyl ester